di-n-butylphthalate C(CCC)OC(C=1C(C(=O)OCCCC)=CC=CC1)=O